NCCC[P+](CCCCCCCC)(CCCCCCCC)CCCCCCCC (3-Aminopropyl)(trioctyl)phosphonium